[B-](CN(C)C)(F)(F)F.[K+] potassium (N,N-dimethylaminomethyl)trifluoroboronate